8-cyclopropyl-N-[(5-fluoro-1H-benzimidazol-2-yl)methyl]-2-(methanesulfonyl)pyrazolo[1,5-a][1,3,5]triazin-4-amine C1(CC1)C=1C=NN2C1N=C(N=C2NCC2=NC1=C(N2)C=CC(=C1)F)S(=O)(=O)C